5-[[2-[(2R,5R)-2-[4-[[2-(dimethylamino)-2-oxo-ethyl]amino]phenyl]-5-methyl-1-piperidyl]-2-oxo-acetyl]amino]pyridine-3-carboxamide CN(C(CNC1=CC=C(C=C1)[C@@H]1N(C[C@@H](CC1)C)C(C(=O)NC=1C=C(C=NC1)C(=O)N)=O)=O)C